N-(3-ethyl-4-oxo-2,3,4,5-tetrahydro-1H-benzo[d]azepin-7-yl)acetamide C(C)N1CCC2=C(CC1=O)C=C(C=C2)NC(C)=O